CC1(CC(CC(C1)C)(C1=CC=C(C=C1)O)C1=CC=C(C=C1)O)C 3,3,5-trimethyl-1,1-bis(4-hydroxyphenyl)cyclohexane